O=C1NC(CCC1C1=CC(=C(C=C1)N1CCC(CC1)CN1CCC2(CC(C2)NC(OCC2=CC=CC=C2)=O)CC1)F)=O benzyl (7-((1-(4-(2,6-dioxopiperidin-3-yl)-2-fluorophenyl)piperidin-4-yl) methyl)-7-azaspiro[3.5]nonan-2-yl)carbamate